ClC1=C(C=CC(=C1)[N+](=O)[O-])CCSCNC(=O)[C@H](C)NC(OC(C)(C)C)=O tert-butyl N-[(1S)-1-[([[2-(2-chloro-4-nitrophenyl)ethyl]sulfanyl]-methyl)carbamoyl]ethyl]carbamate